tert-butyl 4-(4-(6-((7-cyclopentyl-6-(dimethylcarbamoyl)thieno[3,2-d]pyrimidin-2-yl)amino)pyridin-3-yl)piperazin-1-yl)piperidine-1-carboxylate C1(CCCC1)C1=C(SC2=C1N=C(N=C2)NC2=CC=C(C=N2)N2CCN(CC2)C2CCN(CC2)C(=O)OC(C)(C)C)C(N(C)C)=O